NC1=C2N=CN(C2=NC=N1)CC(=O)N1[C@@H]2C[C@@H]2C[C@H]1C(=O)NCCOC(F)(F)F (1R,3S,5R)-2-(2-(6-amino-9H-purin-9-yl)acetyl)-N-(2-(trifluoromethoxy)ethyl)-2-azabicyclo[3.1.0]hexane-3-carboxamide